methyl 3-(4-chlorophenyl)-3-(2-isopropoxycarbonyl-amino-3-methyl-butyrylamino)propionate ClC1=CC=C(C=C1)C(CC(=O)OC)N(C(C(C(C)C)C(=O)OC(C)C)=O)N